CC=CC=CC 1,4-dimethyl-1,3-Butadiene